2-(hydroxymethyl)-N-(methylsulfonyl)pyrrolidine-1-carboxamide OCC1N(CCC1)C(=O)NS(=O)(=O)C